NCC(C(=O)OC)CCC1=CC=CC=C1 methyl 2-(aminomethyl)-4-phenylbutyrate